C(C1=CC=CC=C1)(=O)N(C(C1=CC=CC=C1)=O)C1=C2N=CN(C2=NC=N1)C[C@@H](C)OCP1(OCC(CO1)CC(=O)OC(C)C)=O (R)-isopropyl 2-(2-(((1-(6-(N-benzoylbenzamido)-9H-purin-9-yl)propan-2-yl)oxy)methyl)-2-oxido-1,3,2-dioxaphosphinan-5-yl)acetate